n-propyl formate CCCOC=O